fluoroethyl fluoroformate FC(=O)OCCF